FC=1C=2N(C=CC1)N=C(C2)[C@@H]2N(CCC1=C2N=CN1)C(=O)C=1OC(=NN1)C1(CC1)C (R)-(4-(4-fluoropyrazolo[1,5-a]pyridin-2-yl)-6,7-dihydro-1H-imidazo[4,5-c]pyridin-5(4H)-yl)(5-(1-methylcyclopropyl)-1,3,4-oxadiazol-2-yl)methanone